CNC=1N=CC(=C2C=C(N=CC12)NC(=O)C1CC1)C#CC1=CC=C(C=C1)OC(CC1COC1)C N-(8-(methylamino)-5-((4-((1-(oxetan-3-yl)propan-2-yl)oxy)phenyl)ethynyl)-2,7-naphthyridin-3-yl)cyclopropanecarboxamide